ClC1=CC=C(C=C1)CC(=S)O 2-(4-chlorophenyl)thioacetic acid